C(C)N1C(C2=C(C(=C1)C1=CC(N(C=C1C1=CC=CC=C1)C)=O)C=C(N2)C=2C=NN(C2)C(F)(F)F)=O 6-ethyl-4-(1-methyl-2-oxo-5-phenyl-1,2-dihydropyridin-4-yl)-2-(1-(trifluoromethyl)-1H-pyrazol-4-yl)-1,6-dihydro-7H-pyrrolo[2,3-c]pyridin-7-one